C(C)(C)(C)OC(=O)N1[C@H](C[C@](C1)(O)CC1=CC(=NC=C1Br)Cl)C (2s,4r)-4-[(5-bromo-2-chloro-4-pyridinyl)methyl]-4-hydroxy-2-methyl-pyrrolidine-1-carboxylic acid tert-butyl ester